(1R,2S,3R,5R)-3-[4-amino-5-(1,3-thiazol-2-yl)pyrrolo[2,3-d]pyrimidin-7-yl]-5-[{{3-[(2-phenylethyl)amino]propyl}amino}methyl]cyclopentane-1,2-diol NC=1C2=C(N=CN1)N(C=C2C=2SC=CN2)[C@H]2[C@@H]([C@@H]([C@H](C2)CNCCCNCCC2=CC=CC=C2)O)O